BrC1=CC2=CC=CC3=CC=CC1=C23 1-bromoacenaphthylene